2-(3-(8-methoxy-3,4-dihydrobenzofuro[2,3-c]pyridin-2(1H)-yl)propyl)-4-methyl-1,2,4-triazine-3,5(2H,4H)-dione COC1=CC=CC2=C1OC=1CN(CCC12)CCCN1N=CC(N(C1=O)C)=O